2',3',5,7-Tetrahydroxyflavone OC1=C(C=2OC3=CC(=CC(=C3C(C2)=O)O)O)C=CC=C1O